O=C1NC(CCC1N1C(C2=CC=CC(=C2C1=O)OCC(=O)N1CCN(CC1)C1=NC=C(C(=O)N2CCC(CC2)CCCCNC(\C=C\C=2C=NC=CC2)=O)C=C1)=O)=O (E)-N-(4-(1-(6-(4-(2-((2-(2,6-dioxopiperidin-3-yl)-1,3-dioxoisoindolin-4-yl)oxy)acetyl)piperazin-1-yl)nicotinoyl)piperidin-4-yl)butyl)-3-(pyridin-3-yl)acrylamide